C(C)(C)OC1=C(C=CC=C1)P(Cl)C1=C(C=CC=C1)OC(C)C bis(2-isopropoxyphenyl)chlorophosphine